tri-n-butyl-methylamine trimethylamine salt CN(C)C.C(CCC)C(N)(CCCC)CCCC